C1(=CC=CC=C1)[S+](C1=CC=CC2=CC=CC=C12)C1=CC=CC2=CC=CC=C12 phenylbis(1-naphthyl)sulfonium